3-((3-chloro-4-(trifluoromethoxy)benzyl)amino)-N-(3-((6-(3-chloropyridin-4-yl)-1H-indazol-4-yl)amino)propyl)propanamide ClC=1C=C(CNCCC(=O)NCCCNC2=C3C=NNC3=CC(=C2)C2=C(C=NC=C2)Cl)C=CC1OC(F)(F)F